4-[1-hydroxy-2-(2-methoxyphenylamino)ethyl]-1,3-dihydroimidazole-2-thione OC(CNC1=C(C=CC=C1)OC)C=1NC(NC1)=S